1-methoxymethyl-3-methylimidazole bromide [Br-].COCN1CN(C=C1)C